2,3-dihydro-1λ6,5-benzothiazepine [SH4]1CCC=NC2=C1C=CC=C2